N-(β-aminoethyl)-β-aminopropyltrimethoxysilane NCCNC(C[Si](OC)(OC)OC)C